mono-sulfate mono-hydrate O.S(=O)(=O)(O)O